NC=1N=NC(=CC1N1CC(C1)OC1=CC(=C(C=C1)C(=O)N1CCNCC1)C(F)(F)F)C1=C(C=CC=C1)O [4-[1-[3-amino-6-(2-hydroxyphenyl)pyridazin-4-yl]azetidin-3-yl]oxy-2-(trifluoromethyl)phenyl]-piperazin-1-yl-methanone